(S)-(2,7-dimethyl-3-(3,4,5-trifluorophenyl)-2,4,5,7-tetrahydro-6H-pyrazolo[3,4-c]pyridin-6-yl)(5-methoxypyridin-3-yl)methanone CN1N=C2[C@@H](N(CCC2=C1C1=CC(=C(C(=C1)F)F)F)C(=O)C=1C=NC=C(C1)OC)C